N-(1-(3-chlorophenyl)-2-hydroxyethyl)-1-(2-(cyclohexylamino)-5-methylpyrimidin-4-yl)-1H-pyrrole-3-carboxamide ClC=1C=C(C=CC1)C(CO)NC(=O)C1=CN(C=C1)C1=NC(=NC=C1C)NC1CCCCC1